8-[(1R)-1-[[2-(2-fluorophenyl)-3-pyridyl]amino]ethyl]-3-iodo-6-methyl-2-(3-pyridyl)chromen-4-one FC1=C(C=CC=C1)C1=NC=CC=C1N[C@H](C)C=1C=C(C=C2C(C(=C(OC12)C=1C=NC=CC1)I)=O)C